C(C)N1[C@@H]2[C@H](CC[C@H]1CC2)N2CCC1=C2N=NC(=C1)C1=C(C=C(C=C1C)C(F)(F)F)O 2-(7-((1S,2S,5R)-8-ethyl-8-azabicyclo[3.2.1]octan-2-yl)-6,7-dihydro-5H-pyrrolo[2,3-c]pyridazin-3-yl)-3-methyl-5-(trifluoromethyl)phenol